2-ethyl-5H-spiro[benzo[d]thiazole-6,4'-piperidin]-4(7H)-one C(C)C=1SC2=C(N1)C(CC1(CCNCC1)C2)=O